rac-N-((1R,2R)-2-((tert-butyldimethylsilyl)oxy)cyclohexyl)-3,4-dichloroaniline [Si](C)(C)(C(C)(C)C)O[C@H]1[C@@H](CCCC1)NC1=CC(=C(C=C1)Cl)Cl |r|